6-(3-(Difluoromethyl)-4-fluorophenyl)-1H-pyrazolo[4,3-b]pyridin FC(C=1C=C(C=CC1F)C=1C=C2C(=NC1)C=NN2)F